5,6-difluoroindan-2-amine FC=1C=C2CC(CC2=CC1F)N